N-((1r,4r)-4-(3-(diethylamino)propanamido)cyclohexyl)-7-methyl-1H-indole C(C)N(CCC(=O)NC1CCC(CC1)N1C=CC2=CC=CC(=C12)C)CC